C1(CCCCC1)N1C(CCC1)=O 1-cyclohexyl-2-Pyrrolidone